C(C)(C)(C)N(C=1C(C(C1NCC1=CC=C(C=C1)C1=NOC(=N1)C(F)(F)Cl)=O)=O)CC 3-(tert-butyl-(ethyl)amino)-4-((4-(5-(chlorodifluoromethyl)-1,2,4-oxadiazol-3-yl)benzyl)amino)cyclobut-3-ene-1,2-dione